6-phenyl-3-cyclohexenecarbaldehyde C1(=CC=CC=C1)C1CC=CCC1C=O